2-(4-methoxyphenyl)morpholine COC1=CC=C(C=C1)C1CNCCO1